N-(1'-Methyl-5-(3'-methyl-2-oxo-2',3'-dihydrospiro[cyclobutane-1,1'-pyrrolo[2,3-c]quinolin]-8'-yl)-1',2',3',6'-tetrahydro-[2,4'-bipyridin]-3-yl)methanesulfonamide CN1CCC(=CC1)C1=NC=C(C=C1NS(=O)(=O)C)C1=CC=2C3=C(C=NC2C=C1)N(CC31C(CC1)=O)C